3-(ethylmethylenemethyleneamino)-N,N-dimethyl-propan-1-amine C(C)C=C=NCCCN(C)C